OC1=C(C2=C(NC1=O)C=CS2)C(=O)O 6-hydroxy-5-oxo-4,5-dihydrothieno[3,2-b]pyridine-7-carboxylic acid